melamine phosphate salt P(=O)(O)(O)O.N1=C(N)N=C(N)N=C1N